N-(3-(1-phenyl-1H-indol-7-yl)-1H-pyrazol-5-yl)-4-((1-methylpiperidin-4-yl)amino)benzamide C1(=CC=CC=C1)N1C=CC2=CC=CC(=C12)C1=NNC(=C1)NC(C1=CC=C(C=C1)NC1CCN(CC1)C)=O